4-bromo-1-methyl-1,8-naphthyridin-2-one BrC1=CC(N(C2=NC=CC=C12)C)=O